N[C@@H]1CC[C@H](CC1)C(=O)N(CC12CCC(CC1)(CC2)C2=CC(=C(C=C2)OC)C)C2=CC(=CC=C2)C=2C=NN(C2)C2CC2 trans-4-amino-N-(3-(1-cyclopropyl-1H-pyrazol-4-yl)phenyl)-N-((4-(4-methoxy-3-methylphenyl)bicyclo[2.2.2]oct-1-yl)methyl)cyclohexanecarboxamide